P(OCC)OCC diethyl (phosphonite)